Methyl 5-(2,4-dioxotetrahydropyrimidin-1(2H)-yl)-2-fluoro-4-methylbenzoate O=C1N(CCC(N1)=O)C=1C(=CC(=C(C(=O)OC)C1)F)C